[(E,1S)-6-(dimethylamino)-1-[[1-[(5-fluoro-1-methyl-indol-2-yl)methyl]-2-oxo-3-pyridyl]carbamoyl]-6-oxo-hex-4-enyl]N-[2-[tert-butoxycarbonyl(methyl)amino]ethyl]-N-methyl-carbamate CN(C(/C=C/CC[C@@H](C(NC=1C(N(C=CC1)CC=1N(C2=CC=C(C=C2C1)F)C)=O)=O)OC(N(C)CCN(C)C(=O)OC(C)(C)C)=O)=O)C